2-((2'-(5-Ethyl-3,4-diphenyl-1H-pyrazol-1-yl)-[1,1'-biphenyl]-3-yl)oxy)acetic acid C(C)C1=C(C(=NN1C1=C(C=CC=C1)C1=CC(=CC=C1)OCC(=O)O)C1=CC=CC=C1)C1=CC=CC=C1